3-(2-(2-(2-hydroxyethoxy)ethoxy)propionylamino)benzamide OCCOCCOC(C(=O)NC=1C=C(C(=O)N)C=CC1)C